NC1=C2C(=NC=N1)N(N=C2C2=CC(=C(C=C2)OC2=CC(=C(C=C2)Cl)Cl)OC)[C@H]2CN(CCC2)C(=O)C(C#N)=CC2CC2 2-((R)-3-(4-amino-3-(4-(3,4-dichlorophenoxy)-3-methoxyphenyl)-1H-pyrazolo[3,4-d]pyrimidin-1-yl)piperidine-1-carbonyl)-3-cyclopropylacrylonitrile